N-aminocarbamate NNC([O-])=O